3-(5-chloro-6-oxo-6,8-dihydro-2H,7H-spiro[furo[2,3-e]isoindole-3,4'-piperidin]-7-yl)piperidine-2,6-dione ClC=1C=C2C(=C3CN(C(C13)=O)C1C(NC(CC1)=O)=O)OCC21CCNCC1